N-[(6S)-2,4-Dimethyl-5-oxo-7,8-dihydro-6H-pyrazolo[1,5-a][1,3]diazepin-6-yl]spiro[5,6-dihydropyrrolo[1,2-b][1,2,4]triazol-7,4'-tetrahydropyran]-2-carboxamid CC1=NN2C(N(C([C@H](CC2)NC(=O)C=2N=C3N(N2)CCC32CCOCC2)=O)C)=C1